C1S(CCC12CNCC2)(=O)=O 2-thia-7-azaspiro[4.4]nonane-2,2-dioxide